CC(CCC)(C)C=1C=C(C=2C3=C(C(OC2C1)(C)C)C=CC(=C3)C)O 3-(1,1-Dimethyl-butyl)-6,6,9-trimethyl-6H-benzo[c]chromen-1-ol